C1(CC1)CC1=NC=C2NC(N(C2=N1)CC1=CC=C(C=C1)OC)=O (cyclopropyl-methyl)-9-(4-methoxybenzyl)-7,9-dihydro-8H-purin-8-one